COC1=C2CCC(C2=CC(=C1)C)NC(=O)C=1C(NC(=CC1)C(F)(F)F)=O N-(4-methoxy-6-methyl-2,3-dihydro-1H-inden-1-yl)-2-oxo-6-(trifluoromethyl)-1,2-dihydropyridine-3-carboxamide